2-(4-bromo-3,5-dimethylphenyl) propan-2-carboxylate CC(C)C(=O)OC1=CC(=C(C(=C1)C)Br)C